3-phenyl-7-(2H-naphtho[1,2-d]triazol-2-yl)coumarin C1(=CC=CC=C1)C=1C(OC2=CC(=CC=C2C1)N1N=C2C(=N1)C1=CC=CC=C1C=C2)=O